N[C@H](C=1N=C2N(N=CC(=C2)[C@H](C2CCC2)C(C(=O)N)C2CC(C2)(F)F)C1)C1CCC(CC1)(F)F ((R)-(2-((S)-Amino(4,4-difluorocyclohexyl)methyl)imidazo[1,2-b]pyridazin-7-yl)(cyclobutyl)methyl)-2-(3,3-difluorocyclobutyl)acetamide